CC=1C(=NNC1C)C1=NC=2CCCNC2C=C1 2-(4,5-dimethyl-1H-pyrazol-3-yl)-5,6,7,8-tetrahydro-1,5-naphthyridine